C(CCC(N)N)(N)N butane-1,1,4,4-tetramine